3-[2-(6-fluoro-2-methyl-1,3-benzodiazol-5-yl)ethynyl]-1-[(3S,5R)-5-(methoxymethyl)-1-(prop-2-enoyl)pyrrolidin-3-yl]-5-(methylamino)pyrazole-4-carboxamide FC=1C(=CC2=C(NC(=N2)C)C1)C#CC1=NN(C(=C1C(=O)N)NC)[C@@H]1CN([C@H](C1)COC)C(C=C)=O